CC=1OC(=CC1C(=O)NC1=NC(=NS1)CC(C)=O)C1=CC(=CC=C1)Cl 2-methyl-5-(3-chlorophenyl)-N-(3-(2-oxopropyl)-1,2,4-thiadiazol-5-yl)furan-3-carboxamide